N1(C=NC=C1)C1=NC(=CC(=N1)C(=O)OC)C methyl 2-(1H-imidazol-1-yl)-6-methyl-pyrimidine-4-carboxylate